ClC=1C=C(C=NC1N1N=CC=N1)NC(=O)C=1C=NN(C1C(F)(F)F)C1=C2C=CC(=NC2=CC=C1)Cl N-(5-chloro-6-(2H-1,2,3-triazol-2-yl)pyridin-3-yl)-1-(2-chloroquinolin-5-yl)-5-(trifluoromethyl)-1H-pyrazole-4-carboxamide